CC1=CC=C(O1)C1=NN(C=C1C1NC(=NC=2N1C1=C(N2)C=CC=C1)N)C1=CC=CC=C1 4-(3-(5-Methylfuran-2-yl)-1-phenyl-1H-pyrazol-4-yl)-3,4-dihydrobenzo[4,5]imidazo[1,2-a][1,3,5]triazin-2-amin